C1(CCC1)OC1=NC=2N(C=C1C(=O)O)C=C(N2)C21COC(C2)(C1)C 7-cyclobutoxy-2-(1-methyl-2-oxabicyclo[2.1.1]hexan-4-yl)imidazo[1,2-a]pyrimidine-6-carboxylic acid